1,2,4-n-butanetriol C(C(CCO)O)O